4-((Tert-Butoxycarbonyl)Amino)-3-(2-Chlorophenyl)Butanoic Acid C(C)(C)(C)OC(=O)NCC(CC(=O)O)C1=C(C=CC=C1)Cl